benzoxazolin-ol O1C(=NC2=C1C=CC=C2)O